N-((1,2,3,5,6,7-hexahydro-S-indacen-4-yl)carbamoyl)-2-(1-methylpyrrolidin-2-yl)vinylsulfonamide C1CCC2=C(C=3CCCC3C=C12)NC(=O)NS(=O)(=O)C=CC1N(CCC1)C